ClC1=C(C=C(C=C1)F)C1=CC=CC2=C1NC(=NS2(=O)=O)NCCOC 5-(2-chloro-5-fluorophenyl)-3-((2-methoxyethyl)amino)-4H-benzo[e][1,2,4]thiadiazine 1,1-dioxide